O-t-Butyl carbamate C(N)(OC(C)(C)C)=O